(R)-N1-(4-amino-1H-pyrazolo[4,3-c]pyridin-7-yl)-N2-(1-cyclopropyl-2-methoxyethyl)-N2-((5-(trifluoromethyl)pyridin-2-yl)methyl)oxalamide NC1=NC=C(C2=C1C=NN2)NC(C(=O)N(CC2=NC=C(C=C2)C(F)(F)F)[C@@H](COC)C2CC2)=O